(S)-6-(3-methyl-1H-pyrrolo[2,3-b]pyridin-5-yl)-8-(pyrrolidin-2-yl)isoquinoline CC1=CNC2=NC=C(C=C21)C=2C=C1C=CN=CC1=C(C2)[C@H]2NCCC2